FC1(CCN(CC1)C(=O)C=1C=C2C(=NC1)N(C=C2)C=2C=C(C(=O)NCCNC(OC(C)(C)C)=O)C=CC2)F tert-butyl (2-(3-(5-(4,4-difluoropiperidine-1-carbonyl)-1H-pyrrolo[2,3-b]pyridin-1-yl)benzamido)ethyl)carbamate